4-(2-aminophenyl)-2,4-dioxobutanoic acid NC1=C(C=CC=C1)C(CC(C(=O)O)=O)=O